ClC=1C=C2CCC[C@]3(COC4=CC=C5C(NS(CCCC/C=C/[C@@H]6CC[C@H]6CN(C3)C4=C5)(=O)=O)=O)C2=CC1 (1S,3'R,6'S,7'E)-6-CHLORO-3,4-DIHYDRO-2H,15'H-SPIRO[NAPHTHALENE-1,22'-[20]OXA[13]THIA[1,14]DIAZATETRACYCLO[14.7.2.03,6.019,24]PENTACOSA[7,16,18,24]TETRAEN]-15'-ONE 13',13'-DIOXIDE